OC1=C(C=CC=C1)C1=CC(=CN=N1)N1CCC(CC1)(C1=CC=CC=C1)CNC1CCN(CC1)C(=O)OC(C)(C)C tert-butyl 4-(((1-(6-(2-hydroxyphenyl)pyridazin-4-yl)-4-phenylpiperidin-4-yl)methyl)amino)piperidine-1-carboxylate